N-(2-amino-3-fluoro-4-((4-hydroxybenzyl)amino)phenyl)heptanamide NC1=C(C=CC(=C1F)NCC1=CC=C(C=C1)O)NC(CCCCCC)=O